4-{6-[2-fluoro-1-(fluoromethyl)ethoxy]-3-[4-(3-methyl-1,2,4-oxadiazol-5-yl)benzyl]-2,4-dioxo-3,4-dihydroquinazolin-1(2H)-yl}piperidine-1-carbaldehyde FCC(OC=1C=C2C(N(C(N(C2=CC1)C1CCN(CC1)C=O)=O)CC1=CC=C(C=C1)C1=NC(=NO1)C)=O)CF